C(C)N1N=C2C=C(C=CC2=C1)C1=CC(=CC=C1)F 2-ethyl-6-(3-fluorophenyl)-2H-indazole